tert-butyl 4-((2-amino-4-(2-fluoro-4-(3-(4-fluorophenyl)-1-isopropyl-2,4-dioxo-1,2,3,4-tetrahydropyrimidine-5-carboxamido)phenoxy)pyridin-3-yl)ethynyl)piperidine-1-carboxylate NC1=NC=CC(=C1C#CC1CCN(CC1)C(=O)OC(C)(C)C)OC1=C(C=C(C=C1)NC(=O)C=1C(N(C(N(C1)C(C)C)=O)C1=CC=C(C=C1)F)=O)F